N-((l)-1-benzyl-3-chloro-1-methyl-but-3-enyl)-8-fluoro-quinoline-3-carboxamide C(C1=CC=CC=C1)C(CC(=C)Cl)(C)NC(=O)C=1C=NC2=C(C=CC=C2C1)F